[Na].[Ni].[Mn] manganese nickel sodium